NC1=CC(=C(C=C1OC)N1CCC(CC1)C(=O)N1CCN(CC1)C=1C=C2C(N(C(C2=CC1)=O)C1C(NC(CC1)=O)=O)=O)C=1C=NN(C1)C 5-(4-(1-(4-Amino-5-methoxy-2-(1-methyl-1H-pyrazol-4-yl)phenyl)piperidine-4-carbonyl)Piperazin-1-yl)-2-(2,6-dioxopiperidin-3-yl)isoindoline-1,3-dione